5-bromo-N-(cyclopropylmethyl)-4-(4-fluorophenyl)pyrimidin-2-amine BrC=1C(=NC(=NC1)NCC1CC1)C1=CC=C(C=C1)F